C(#N)[C@H]1N(CSC1)C(CNC(=O)C1=CC=NC2=CC=C(C=C12)N1C(=NC=C1)C1=CC=CC=C1)=O (R)-N-(2-(4-Cyanothiazolidin-3-yl)-2-oxoethyl)-6-(2-phenyl-1H-imidazol-1-yl)quinoline-4-carboxamide